4,4-difluoro-2-(4-fluorophenyl)-N-{4-[3-(4-fluorophenyl)-5-methyl-4-oxo-4,5,6,7-tetrahydro-1H-pyrrolo[3,2-c]pyridin-2-yl]pyridin-2-yl}butanamide FC(CC(C(=O)NC1=NC=CC(=C1)C1=C(C=2C(N(CCC2N1)C)=O)C1=CC=C(C=C1)F)C1=CC=C(C=C1)F)F